(R)-1'-(6-((2-amino-3-chloropyridin-4-yl)thio)pyrido[2,3-b]pyrazin-2-yl)-2-methoxy-5,7-dihydrospiro[cyclopenta[b]pyridin-6,4'-piperidin]-5-amine NC1=NC=CC(=C1Cl)SC=1C=CC=2C(=NC=C(N2)N2CCC3(CC2)[C@H](C=2C(=NC(=CC2)OC)C3)N)N1